(1RS,4SR,6RS)-6-hydroxy-2-azabicyclo[2.2.1]heptane-2-carboxylic acid tert-butyl ester C(C)(C)(C)OC(=O)N1[C@H]2[C@@H](C[C@@H](C1)C2)O |r|